COC(=O)[C@@H]1C(NC[C@H]1C1=CC(=C(C(=C1)F)OC)F)=O |o1:4,8| (3S*,4R*)-4-(3,5-difluoro-4-methoxyphenyl)-2-oxopyrrolidine-3-carboxylic acid methyl ester